(R,S)-2-amino-6-fluoro-N-(4-(quinuclidin-3-yloxy)pyridin-3-yl)pyrazolo[1,5-a]pyrimidine-3-carboxamide NC1=NN2C(N=CC(=C2)F)=C1C(=O)NC=1C=NC=CC1O[C@H]1CN2CCC1CC2